(2S,4R)-1-{2-[5-(difluoromethyl)-1,3,4-oxadiazol-2-yl]acetyl}-4-fluoro-N-[(S) or (R)-[6-methyl-5-(propan-2-yl)pyridin-2-yl](phenyl)methyl]pyrrolidine-2-carboxamide FC(C1=NN=C(O1)CC(=O)N1[C@@H](C[C@H](C1)F)C(=O)N[C@@H](C1=CC=CC=C1)C1=NC(=C(C=C1)C(C)C)C)F |o1:19|